C1=NS(C=CC2=C1C=CC=C2)NC(C2=CC=C(C=C2)C2=CC=C(C=C2)OC)=O N-(benzo[d][1,2]thiazepin-3-yl)-4-(4-methoxyphenyl)benzamide